2,3-Dichloro-1,3-Butadiene ClC(=C)C(=C)Cl